NCCC(CNC=1C2=C(N=C(N1)N1CCN(CC1)C)C=NC(=C2)Cl)S(=O)(=O)NCC2=CC=CC=C2 (2-aminoethyl)-N-benzyl-2-((6-chloro-2-(4-methylpiperazin-1-yl)pyrido[3,4-d]pyrimidin-4-yl)amino)ethane-1-sulphonamide